C(C)(=O)N1C[C@@H]([C@@H](C1)NC=1N=CC2=CC(=NC(=C2C1)NCC1CC1)C1=C(C(=CC(=C1Cl)OC)OC)Cl)NC(C=C)=O N-((3S,4R)-1-acetyl-4-((5-((cyclopropyl-methyl)amino)-7-(2,6-dichloro-3,5-dimethoxyphenyl)-2,6-naphthyridin-3-yl)amino)pyrrolidin-3-yl)acrylamide